1,4-O-dinonanoyl-erythritol C(CCCCCCCC)(=O)C([C@H](O)[C@H](O)COC(CCCCCCCC)=O)O